(E)-3-(6-fluoro-3-pyridinyl)-1-tetrahydropyran-2-yl-indazole FC1=CC=C(C=N1)C1=NN(C2=CC=CC=C12)C1OCCCC1